tert-Butyl 4-(4-(2,6-bis(benzyloxy)pyridin-3-yl)-3-methylphenyl)piperazine-1-carboxylate C(C1=CC=CC=C1)OC1=NC(=CC=C1C1=C(C=C(C=C1)N1CCN(CC1)C(=O)OC(C)(C)C)C)OCC1=CC=CC=C1